NC=1C=CC(=C(C(=O)NC2(CCC2)C2=CC=CC3=CC=CC=C23)C1)C 5-Amino-2-methyl-N-(1-(naphthalen-1-yl)cyclobutyl)benzamide